2-(2,6-Dioxopiperidin-3-yl)-5-[3-(hydroxymethyl)pyrrolidin-1-yl]isoindol-1,3-dione O=C1NC(CCC1N1C(C2=CC=C(C=C2C1=O)N1CC(CC1)CO)=O)=O